N-((4bR,9bR)-1-amino-4b-hydroxy-7-((1S,2R)-2-methylcyclopropyl)-10-oxo-4b,10-dihydro-9bH-indeno[1,2-b]benzofuran-9b-yl)-2-(azetidin-1-yl)acetamide NC1=C2C([C@]3([C@](OC4=C3C=CC(=C4)[C@@H]4[C@@H](C4)C)(C2=CC=C1)O)NC(CN1CCC1)=O)=O